C(C1=CC=CC=C1)NCCN N-Benzyl-1,2-ethandi-amin